ClC1=C(C=CC(=C1)OC1=CC=C(C=C1)Cl)C(CN1N=CN=C1)=O 1-[2-chloro-4-(4-chlorophenoxy)phenyl]-2-(1H-1,2,4-triazol-1-yl)ethanone